O.S(=O)(=O)(OCCCCCCCCCCCC)[O-].[Na+] sodium lauryl sulfate, monohydrate